Cl.Cl.COC1=C2C(NC=NC2=CC=C1C1=CC=C(C=C1)C1CCN(CC1)C)=O 5-methoxy-6-[4-(1-methyl-4-piperidinyl)phenyl]quinazolin-4-one, dihydrochloride